FC1=C(CC2=NC3=C(N2CCOC)C=C(C=C3)C(=O)O)C=C(C(=C1)C1=NC(=CC=C1)OCC=1C=NC(=CC1)OCC(F)(F)F)F 2-(2,5-difluoro-4-(6-((6-(2,2,2-trifluoroethoxy)pyridin-3-yl)methoxy)pyridin-2-yl)benzyl)-1-(2-methoxyethyl)-1H-benzo[d]imidazole-6-carboxylic acid